(R)-N-(2-Hydroxy-2-(4-(4-((5-methyl-1,3,4-thiadiazol-2-yl)thio)butoxy)phenyl)ethyl)-N-methyl-acetamide O[C@@H](CN(C(C)=O)C)C1=CC=C(C=C1)OCCCCSC=1SC(=NN1)C